CC=1C=C2C(=CC1)COC21CCNCC1 5-methylspiro[1H-isobenzofuran-3,4'-piperidine]